C1=CC=CC=2C3=CC=CC=C3C(C12)COC(=O)NCC1(CN(C1)C(CCOCCOCCOCCOCCOCCOCCOCCOCCOCCOCCOCCOC)=O)OCC(=O)NCCC(=O)OC(C)(C)C tert-butyl 3-(2-((3-(((((9H-fluoren-9-yl)methoxy)carbonyl)amino)methyl)-1-(2,5,8,11,14,17,20,23,26,29,32,35-dodecaoxaoctatriacontan-38-oyl)azetidin-3-yl)oxy)acetamido)propanoate